C1(CCCC1)NC(=O)NS(=O)(=O)C=1C=CC2=C(N(C=N2)CC2OCC2)C1 N-(cyclopentylcarbamoyl)-1-(oxetan-2-ylmethyl)-1H-benzimidazole-6-sulfonamide